N-(1,1,1-trifluoropropan-2-yl)pyrimidin-2-amine FC(C(C)NC1=NC=CC=N1)(F)F